4,6-dimethylpyrazolo[1,5-a]pyrazin CC=1C=2N(C=C(N1)C)N=CC2